NC1=NC=NN2C1=C(C=C2C=2C=C(C(=NC2)OC)C(=O)N[C@@H]2CN(C[C@@H]2F)C(=O)OCCCF)C(F)(F)F 3-fluoropropyl (3R,4S)-3-{5-[4-amino-5-(trifluoromethyl) pyrrolo[2,1-f][1,2,4]triazin-7-yl]-2-methoxypyridine-3-amido}-4-fluoropyrrolidine-1-carboxylate